tert-butyl 5-(4-(2-(4-(ethylsulfonyl) phenyl) acetamido) phenyl)-3,4-dihydropyridine-1(2H)-carboxylate C(C)S(=O)(=O)C1=CC=C(C=C1)CC(=O)NC1=CC=C(C=C1)C=1CCCN(C1)C(=O)OC(C)(C)C